5'-((5-amino-6-chloropyrimidin-4-yl)amino)-2'-methyl-4'-(4-methylpiperazin-1-yl)-[1,1'-biphenyl]-4-carboxylic acid methyl ester COC(=O)C1=CC=C(C=C1)C1=C(C=C(C(=C1)NC1=NC=NC(=C1N)Cl)N1CCN(CC1)C)C